ClC=1N=CC2=C3C(=CC(=C2C1)I)C(CC3)C(=O)O 3-chloro-5-iodo-8,9-dihydro-7H-cyclopenta[H]Isoquinoline-7-carboxylic acid